FC=1C=C(C=C(C1)F)CC=1C=C2C(=NNC2=CC1)NC(C1=C(C=C(C=C1)F)NC1CCN(CC1)C(CCCCCC(=O)N1CCN(CC1)C1=CC=C(C=C1)NC1C(NC(CC1)=O)=O)=O)=O N-[5-[(3,5-difluorophenyl)methyl]-1H-indazol-3-yl]-2-[[1-[7-[4-[4-[(2,6-dioxo-3-piperidyl)amino]phenyl]piperazin-1-yl]-7-oxo-heptanoyl]-4-piperidyl]amino]-4-fluoro-benzamide